CC=1N=C(N=NC1C1=CC=C2C(C=CS2)=C1O)N[C@H]1CN(CCC1)C1COC1 (R)-5-(5-methyl-3-((1-(oxetan-3-yl)piperidin-3-yl)amino)-1,2,4-triazin-6-yl)benzothiophene-4-ol